2-(8-methyl-4-{[(3R)-1-methylpiperidin-3-yl]amino}pyrrolo[1,2-d][1,2,4]triazin-1-yl)-5-(trifluoromethyl)phenol CC=1C=CN2C(=NN=C(C21)C2=C(C=C(C=C2)C(F)(F)F)O)N[C@H]2CN(CCC2)C